3-(((1R,3R,4S)-3-(((tert-butyldimethylsilyl)oxy)methyl)-4-((triisopropylsilyl)oxy)cyclopentyl)amino)-1-methylpyrazin-2(1H)-one [Si](C)(C)(C(C)(C)C)OC[C@H]1C[C@H](C[C@@H]1O[Si](C(C)C)(C(C)C)C(C)C)NC=1C(N(C=CN1)C)=O